6-tert-butyl-2,5-dimethyl-pyridine-3-carbonitrile C(C)(C)(C)C1=C(C=C(C(=N1)C)C#N)C